CN(C)CC1(COC1)C=1SC2=C(N1)C=C(C=C2)[C@@H]2N(C[C@H](CC2)C)C(C(=O)NC=2C1=C(C=NC2)C=NN1)=O 2-((2R,5S)-2-(2-(3-((dimethylamino)methyl)oxetan-3-yl)benzo[d]thiazol-5-yl)-5-methylpiperidin-1-yl)-2-oxo-N-(1H-pyrazolo[4,3-c]pyridin-7-yl)acetamide